4-(5-{cyclopropyl[(1R,2R,3S,5S)-2-fluoro-8-azabicyclo[3.2.1]octan-3-yl]amino}pyrazin-2-yl)-2-fluoro-5-hydroxy-N,N-dimethylbenzamide C1(CC1)N(C=1N=CC(=NC1)C1=CC(=C(C(=O)N(C)C)C=C1O)F)[C@@H]1[C@@H]([C@H]2CC[C@@H](C1)N2)F